COC(=O)C1C(OCC1=NC1=CC=CC=C1)CI (iodomethyl)-4-(phenylimino)tetrahydrofuran-3-carboxylic acid methyl ester